O1C[C@@H](OC2=NC=CC=C21)C2=CC=C(CN1CCN(CC1)C(=O)N)C=C2 4-{4-[(3S)-2,3-dihydro[1,4]dioxino[2,3-b]pyridin-3-yl]benzyl}piperazine-1-carboxamide